(2-(3-methoxy-4-(pyridin-3-yl)phenylamino)-5-methylpyrimidin-4-ylamino)benzo[d]oxazol-2(3H)-one formate C(=O)O.COC=1C=C(C=CC1C=1C=NC=CC1)NC1=NC=C(C(=N1)NN1C(OC2=C1C=CC=C2)=O)C